4-(5-(3,5-dichlorophenyl)-5-(trifluoromethyl)-4,5-dihydroisoxazol-3-yl)-2-methyl-N-(1-methyl-5-(2,2,2-trifluoroethyl)-1H-1,2,4-triazol-3-yl)benzamide ClC=1C=C(C=C(C1)Cl)C1(CC(=NO1)C1=CC(=C(C(=O)NC2=NN(C(=N2)CC(F)(F)F)C)C=C1)C)C(F)(F)F